5-ethyl-2-fluoro-4-{3-[5-(1-methylpiperidin-4-carbonyl)-1H,4H,5H,6H-pyrrolo[3,4-d]imidazol-2-yl]-1H-indazol-6-yl}phenol C(C)C=1C(=CC(=C(C1)O)F)C1=CC=C2C(=NNC2=C1)C1=NC2=C(N1)CN(C2)C(=O)C2CCN(CC2)C